N[C@H]1[C@@H](CN(C1)C=1C=C2[C@H](CN(CC2=CC1)C1=C2C(=NC(=C1)C)N(N=C2)C)C)O trans-4-amino-1-[(4R)-2-(1,6-dimethylpyrazolo[3,4-b]pyridin-4-yl)-4-methyl-3,4-dihydro-1H-isoquinolin-6-yl]pyrrolidin-3-ol